C(C)(C)(C)OC(=O)N1[C@H]([C@H](CCC1)C(N(C)C)=O)C(=O)O (2R,3S)-1-(tert-butoxycarbonyl)-3-(dimethylcarbamoyl)piperidine-2-carboxylic acid